C1(=CC=C(C=C1)NC(=O)N)NC(=O)N 1,1'-(1,4-phenylene)diurea